(R)-4-(4-cyclopropyl-2-methoxyphenyl)-N-(1-methylpiperidin-3-yl)-5,6,7,8-tetrahydro-5,8-ethanophthalazin-1-amine C1(CC1)C1=CC(=C(C=C1)C1=NN=C(C=2C3CCC(C12)CC3)N[C@H]3CN(CCC3)C)OC